ClC1=C(COC=2C(=NC=C(C2)C2=C3C=CNC3=CC=C2)N)C(=CC=C1)C1=C2C=CNC2=CC=C1 3-[2-chloro-6-(1H-indol-4-yl)-benzyloxy]-5-(1H-indol-4-yl)-pyridin-2-ylamine